(R)-2-(3-((tert-butyldimethylsilyl)oxy)pyrrolidin-1-yl)-5-hydroxy-1,7-naphthyridine-6-carboxylic acid methyl ester COC(=O)C=1C(=C2C=CC(=NC2=CN1)N1C[C@@H](CC1)O[Si](C)(C)C(C)(C)C)O